(R)-4-chloro-N-(8,9-difluoro-6-oxo-1,2,3,4,5,6-hexahydrobenzo[c][1,7]naphthyridin-1-yl)-6-fluoro-N-methyl-1H-indole-2-carboxamide ClC1=C2C=C(NC2=CC(=C1)F)C(=O)N(C)[C@@H]1C=2C3=C(C(NC2CNC1)=O)C=C(C(=C3)F)F